[Zr].[Mn] MANGANESE-ZIRCONIUM